(4-(1H-pyrazol-1-yl)piperidin-1-yl)(4-(piperidine-1-carbonyl)-6-((6-(trifluoromethyl)-pyridin-3-yl)methoxy)-quinolin-2-yl)methanone N1(N=CC=C1)C1CCN(CC1)C(=O)C1=NC2=CC=C(C=C2C(=C1)C(=O)N1CCCCC1)OCC=1C=NC(=CC1)C(F)(F)F